C(C)(C)(C)OC(=O)N1C[C@H](CC1)N1C(=C(C=C1)C#N)C(=O)OCC ethyl (S)-1-(1-(tert-butoxycarbonyl)pyrrolidin-3-yl)-3-cyano-1H-pyrrole-2-carboxylate